NC1=C(C=C(C(=N1)F)C1=CC=C(C=C1)C1CCN(CC1)C(=O)OC(C)(C)C)C=1C=C2CCNC(C2=C(C1)F)=O tert-butyl 4-(4-(6-amino-2-fluoro-5-(8-fluoro-1-oxo-1,2,3,4-tetrahydroisoquinolin-6-yl)pyridin-3-yl)phenyl)piperidine-1-carboxylate